C1[C@H]([C@H]([C@H](O[C@]1(C(=O)O)O[C@@H]2C[C@@](O[C@@H]([C@@H]2O)[C@@H](CO)O)(C(=O)O)O[C@@H]3C[C@@](O[C@@H]([C@@H]3O)[C@@H](CO)O)(C(=O)O)OC[C@@H]4[C@H]([C@@H]([C@H]([C@@H](O4)OC[C@@H]5[C@H]([C@@H]([C@H]([C@H](O5)OP(=O)(O)O)N)O)O)N)O)OP(=O)(O)O)[C@@H](CO)O)O)O The molecule is an amino pentasaccharide antigen consisting of three 3-deoxy-D-manno-oct-2-ulose residues and two glucosamine residues (one at the reducing end) in a linear sequence, with two phosphate groups attached. It has a role as an antigen.